2-methyl-2-(1-(5-(trifluoromethyl)pyrimidin-2-yl)piperidin-4-yl)propanoic Acid CC(C(=O)O)(C)C1CCN(CC1)C1=NC=C(C=N1)C(F)(F)F